ClC1=CC2=C(C=N1)N(C(N2C2CCC(CC2)(C)NC(OC(C)(C)C)=O)=O)C([2H])([2H])[2H] tert-Butyl ((1s,4s)-4-(6-chloro-3-(methyl-d3)-2-oxo-2,3-dihydro-1H-imidazo[4,5-c]pyridin-1-yl)-1-methylcyclohexyl)carbamate